C(C)(C)(C)OC(=O)N1CC(C1)CN1N=CC=C1C(=O)O 2-[(1-t-Butoxycarbonyl-azetidin-3-yl)methyl]pyrazole-3-carboxylic acid